C1=CC2=C(C=CN2)C=C1C(=O)O The molecule is an indolecarboxylic acid in which the carboxy group is the only substituent and is located at position 5. It has a role as a plant metabolite.